(6-chloropyridin-2-yl)-N2-(6-fluoropyridin-3-yl)-N'-isopropyl-1,3,5-triazine-2,4-diamine ClC1=CC=CC(=N1)C1=NC(=NC(=N1)NC=1C=NC(=CC1)F)NC(C)C